N-(3,6-dimethoxy-9H-xanthen-9-yl)-2-oxo-5-phenyl-6-(trifluoromethyl)-1,2-dihydropyridine-3-carboxamide COC=1C=CC=2C(C3=CC=C(C=C3OC2C1)OC)NC(=O)C=1C(NC(=C(C1)C1=CC=CC=C1)C(F)(F)F)=O